CN1C=CC2=CC(=CC=C12)NC1=CC=CC(=N1)S(=O)(=O)NC(=O)C=1C(=NC=CC1)N1C(CC(C1)C)(C)C N-[[6-[(1-methylindol-5-yl)amino]-2-pyridyl]sulfonyl]-2-(2,2,4-trimethylpyrrolidin-1-yl)pyridine-3-carboxamide